2-((6-cyclopropylimidazo[1,2-a]pyridin-2-yl)methyl)-2H-pyrazolo[3,4-c]pyridin-7-amine C1(CC1)C=1C=CC=2N(C1)C=C(N2)CN2N=C1C(=NC=CC1=C2)N